tert-butyl (3-(2-oxo-2,3-dihydro-1H-imidazo[4,5-c]pyridin-1-yl)phenyl)carbamate O=C1N(C2=C(C=NC=C2)N1)C=1C=C(C=CC1)NC(OC(C)(C)C)=O